7-cyano-7-deazaguanine C(#N)C1C=NC=2N=C(NC(C12)=O)N